CN1CCN(CCC1)C=1C2=C(N=C(N1)C1=NC=CC=C1)CCC2 1-methyl-4-[2-(pyridin-2-yl)-5H,6H,7H-cyclopenta[d]pyrimidin-4-yl]-1,4-diazepane